(2R,3S,4R,5R,6R)-3-azido-4,5-bis(benzyloxy)-6-((benzyloxy)methyl)-2-methoxytetrahydro-2H-pyran N(=[N+]=[N-])[C@@H]1[C@@H](O[C@@H]([C@@H]([C@@H]1OCC1=CC=CC=C1)OCC1=CC=CC=C1)COCC1=CC=CC=C1)OC